ClC=1C(=C(C=CC1)C(CN1[C@@H](C[C@@](CC1)(C(=O)O)CC1=NC(=CC=C1F)NC1=NNC(=C1)C)C)(F)F)F (2R,4R)-1-(2-(3-chloro-2-fluorophenyl)-2,2-difluoroethyl)-4-((3-fluoro-6-((5-methyl-1H-pyrazol-3-yl)amino)pyridin-2-yl)methyl)-2-methylpiperidine-4-carboxylic acid